7-(((tert-butyldiphenylsilyl)oxy)methyl)-4-((4,6-dimethylpyridin-2-yl)methyl)-9-(1-methyl-3-(trifluoromethyl)-1H-pyrazol-4-yl)-3,4-dihydrobenzo[f][1,4]oxazepin-5(2H)-one [Si](C1=CC=CC=C1)(C1=CC=CC=C1)(C(C)(C)C)OCC=1C=C(C2=C(C(N(CCO2)CC2=NC(=CC(=C2)C)C)=O)C1)C=1C(=NN(C1)C)C(F)(F)F